tert-butyl 4-((4-ethoxy-5-((2-methylimidazo[1,2-a]pyrazin-6-yl)carbamoyl)pyrimidin-2-yl)(methyl)amino)piperidine-1-carboxylate C(C)OC1=NC(=NC=C1C(NC=1N=CC=2N(C1)C=C(N2)C)=O)N(C2CCN(CC2)C(=O)OC(C)(C)C)C